1-(3-(Dimethylamino)phenyl)ethan-1-on CN(C=1C=C(C=CC1)C(C)=O)C